(((3S,5R)-1-(2-(6-cyclopropylimidazo[1,2-a]pyridin-3-yl)pyrimidin-4-yl)-5-methylpiperidin-3-yl)imino)dimethyl-λ6-sulfanone C1(CC1)C=1C=CC=2N(C1)C(=CN2)C2=NC=CC(=N2)N2C[C@H](C[C@H](C2)C)N=S(=O)(C)C